(3aR,4S,6R,6aS)-6-(4-chloro-7H-pyrrolo[2,3-d]pyrimidin-7-yl)-2,2-dimethyltetrahydro-4H-cyclopenta[d][1,3]dioxole-4-carbaldehyde ClC=1C2=C(N=CN1)N(C=C2)[C@@H]2C[C@@H]([C@@H]1[C@H]2OC(O1)(C)C)C=O